CN(S(=O)(=O)N1N=C(N=C1)S(=O)(=O)Cl)C (N,N-dimethylaminosulfonyl)-1H-1,2,4-triazole-3-sulfonyl chloride